Cl.C1=C(C=CC2=CC=CC=C12)CNC(=N)N 1-(naphthalen-2-ylmethyl)guanidine hydrochloride